FC1=CC=C(C=C1)C1=C(COC2=CC=C(C=C12)OC(F)(F)F)C=O 4-(4-fluorophenyl)-6-(trifluoromethoxy)-2H-chromene-3-carbaldehyde